CC(C)(OC(NCCOCCOCCOCCOCCOC1=CC(=NC=C1)C(=O)O)=O)C 4-((2,2-dimethyl-4-oxo-3,8,11,14,17-pentaoxa-5-azanonadecan-19-yl)oxy)picolinic acid